ClC=1C=C(C(=O)NC=2C3=C(NN2)C(N(C3)C(=O)N3C[C@H]2N(C[C@@H]3C)CCC2)(C)C)C=CC1Cl 3,4-dichloro-N-(6,6-dimethyl-5-((3s,8as)-3-methyl-octahydropyrrolo[1,2-a]pyrazine-2-carbonyl)-1,4,5,6-tetrahydropyrrolo[3,4-c]pyrazol-3-yl)benzamide